dimethyl-2-cyclopentenol CC1=C(C(CC1)O)C